2-(2-{5-[(7R)-7-amino-2-azabicyclo[2.2.1]heptane-2-carbonyl]-7-methoxy-1-methyl-1H-1,3-benzodiazol-2-yl}-1-(cyclopropylmethyl)-1H-pyrrolo[2,3-b]pyridin-6-yl)-2-azaspiro[3.3]heptan-6-ol N[C@H]1C2N(CC1CC2)C(=O)C2=CC1=C(N(C(=N1)C1=CC=3C(=NC(=CC3)N3CC4(C3)CC(C4)O)N1CC1CC1)C)C(=C2)OC